sodium, magnesium salt [Mg].[Na]